C1(CC1)C1=C(C=C(C=N1)C1=CC(=C2C(=N1)N=C(N2)NC(=O)C2=C(C=C(C(=O)O)C=C2)F)N(C)CC2(CCCC2)COC)C(F)(F)F 4-({5-[6-Cyclopropyl-5-(trifluoromethyl)pyridin-3-yl]-7-({[1-(methoxymethyl)cyclopentyl]methyl}(methyl)amino)-1H-imidazo[4,5-b]pyridin-2-yl}carbamoyl)-3-fluorobenzoic acid